4-((6-((5-Fluoro-4-(7-fluoro-3-isopropyl-2-methyl-2H-indazol-5-yl)pyrimidin-2-yl)amino)pyridin-3-yl)methyl)piperazin-1-carbaldehyd FC=1C(=NC(=NC1)NC1=CC=C(C=N1)CN1CCN(CC1)C=O)C1=CC2=C(N(N=C2C(=C1)F)C)C(C)C